FC1(CC2(CN(C2)C(=O)C=2C=C3CN(C(C3=CC2)=O)C2C(NC(CC2)=O)=O)CC1)F 3-(5-(6,6-difluoro-2-azaspiro[3.4]octane-2-carbonyl)-1-oxoisoindolin-2-yl)piperidine-2,6-dione